N1=NC=CC2=CC(=CC=C12)C1=CNC=2N=C(N=C(C21)OC)NC2CC(C2)(C)N2C(CCC2)=O 1-((1r,3r)-3-((5-(cinnolin-6-yl)-4-methoxy-7H-pyrrolo[2,3-d]pyrimidin-2-yl)amino)-1-methylcyclobutyl)pyrrolidin-2-one